(trifluoromethyl)pyridinecarbonitrile FC(F)(F)C=1C(=NC=CC1)C#N